N1=CC=C(C=C1)CNC1=CC=C(C=C1)NC(CCCCCCCCC)=O N-(4-((Pyridin-4-ylmethyl)amino)phenyl)decanamid